5-fluoro-2-(5-{[(2R,3S,5S)-2-fluoro-9-azabicyclo[3.3.1]nonan-3-yl](methyl)amino}pyrazin-2-yl)-4-(1H-imidazol-5-yl)phenol FC=1C(=CC(=C(C1)O)C1=NC=C(N=C1)N(C)[C@@H]1[C@@H](C2CCC[C@@H](C1)N2)F)C2=CN=CN2